Di-mesityl-(4-vinylphenyl)phosphorus C1(=C(C(=CC(=C1)C)C)P(C1=CC=C(C=C1)C=C)C1=C(C=C(C=C1C)C)C)C